(13R)-13-methyl-7,10,14-trioxa-19,20,23-triazatetracyclo[13.5.2.12,6.018,21]tricosa-1(20),2(23),3,5,15(22),16,18(21)-heptaene C[C@@H]1CCOCCOC2=CC=CC(C3=NNC=4C=CC(O1)=CC34)=N2